O1COC2=C1C=CC=C2NC2=NC=C(C(=C2)C=2C=C1N(CCN(C1=O)CC1=C(C=CC(=C1)F)CO)C2)C 7-(2-(benzo[d][1,3]dioxol-4-ylamino)-5-methylpyridin-4-yl)-2-(5-fluoro-2-(hydroxymethyl)benzyl)-3,4-dihydropyrrolo[1,2-a]pyrazin-1(2H)-one